CC12CC(C1)C2 3-methylbicyclo[1.1.1]pentane